O[C@@H]1CC[C@H](CC1)O Trans-1,4-dihydroxylcyclohexane